FC(CN1N=C(C=C1)C=1SC=C(N1)NC(OC(C)(C)C)=O)F tert-butyl N-[2-[1-(2,2-difluoroethyl)pyrazol-3-yl]thiazol-4-yl]carbamate